(2r,4s)-5-(biphenyl-4-yl)-4-((3-carboxypropionyl)amino)-2-methylpentanoic acid C1(=CC=C(C=C1)C[C@H](C[C@H](C(=O)O)C)NC(CCC(=O)O)=O)C1=CC=CC=C1